NC1=NC=CC2=C1N(CCC=1N2C(N(N1)C)=O)C 7-amino-2,6-dimethyl-2,4,5,6-tetrahydro-1H-pyrido[3,4-b][1,2,4]triazolo[4,3-d][1,4]diazepin-1-one